C(CC1=CC=CC=C1)OC(C=C)=O acrylic acid phenethyl ester